[O-]CCCC.[Y+3].[O-]CCCC.[O-]CCCC yttrium (III) butoxide